OC1(CN(C1)S(=O)(=O)C=1C=C(C(=O)N2[C@H](CCC2)C(=O)NCC2=CC=C(C=C2)C(F)(F)F)C=CC1)C 1-(3-((3-hydroxy-3-methyl-1-azetidinyl)sulfonyl)benzoyl)-N-(4-(trifluoromethyl)benzyl)-D-prolinamide